C1(=CC=CC=C1)C=1NC=CN1 2-Phenylimidazol